4,4''-bis[{4-(naphthalen-1-yl)phenyl}-phenylamino]-1,1':3',1''-terphenyl C1(=CC=CC2=CC=CC=C12)C1=CC=C(C=C1)N(C1=CC=C(C=C1)C1=CC(=CC=C1)C1=CC=C(C=C1)N(C1=CC=CC=C1)C1=CC=C(C=C1)C1=CC=CC2=CC=CC=C12)C1=CC=CC=C1